NC(C(=O)O)CC=1C=NC(=CC1)C=1N=NC(=NN1)C1=NC=CC=C1 2-amino-3-(6-(6-(pyridin-2-yl)-1,2,4,5-tetrazin-3-yl)pyridin-3-yl)propionic acid